5-(difluoromethyl)-3-((1-((4,6-dimethyl-2-oxo-1,2-dihydropyridin-3-yl)methyl)-6-oxo-4-(1,1,2-trifluoroethyl)-1,6-dihydropyrimidin-5-yl)oxy)-2-methylbenzonitrile FC(C=1C=C(C(=C(C#N)C1)C)OC1=C(N=CN(C1=O)CC=1C(NC(=CC1C)C)=O)C(CF)(F)F)F